C(C)(=O)O.CN(C)CC=1C=C2CNCC2=C(C1)C1=CC=CC=C1 N,N-dimethyl-1-(7-phenylisoindolin-5-yl)methylamine acetate